(RS)-1-(thiazol-2-yl)ethan-1-ol S1C(=NC=C1)[C@@H](C)O |r|